5-(3-fluorophenyl)-3-methylsulfanyl-pyridine-2-carbonitrile FC=1C=C(C=CC1)C=1C=C(C(=NC1)C#N)SC